FC1=CC=C(C=C1)NC(=O)N1CC2=C(CC1)SC(=C2)C2=NOC(=N2)C(F)(F)F N-(4-fluorophenyl)-2-(5-(trifluoromethyl)-1,2,4-oxadiazol-3-yl)-6,7-dihydrothieno[3,2-c]pyridine-5(4H)-carboxamide